COC(=O)[C@@H]1CC[C@H](CC1)C(F)(F)F Trans-4-(trifluoromethyl)cyclohexane-1-carboxylic acid methyl ester